NCC1=CC=C(S1)C=1C=CC2=C(C(NC3=C(O2)C=CC(=C3)OC(F)(F)F)=O)C1 2-(5-(aminomethyl)thiophen-2-yl)-8-(trifluoromethoxy)dibenzo[b,f][1,4]oxazepin-11(10H)-one